[Li+].NC1=CC=C(C(=C1C(C(=O)[O-])(F)F)Cl)Cl 2-(6-amino-2,3-dichloro-phenyl)-2,2-difluoro-acetic acid lithium salt